The molecule is the alpha-amino acid ester that is the phenyl ester of N-formylated L-methionine. It is an alpha-amino acid ester and a L-methionine derivative. CSCC[C@@H](C(=O)OC1=CC=CC=C1)NC=O